COC(=O)C=1C(=C(C2=C(N(C=N2)C([2H])([2H])[2H])C1)F)N 4-fluoro-5-amino-1-(methyl-d3)-1H-benzimidazole-6-carboxylic acid methyl ester